Cl.Cl.Cl.CC1=C(C2=NC(=CC=C2N1C/C(=C/CN)/F)C)CC=1C=NC(=CC1)S(=O)(=O)C (Z)-4-(2,5-dimethyl-3-((6-(methylsulfonyl)pyridin-3-yl)methyl)-1H-pyrrolo[3,2-b]pyridin-1-yl)-3-fluorobut-2-en-1-amine trihydrochloride